C1(CCCC1)N1N=CC2=C1N=C(C=C2C(=O)O)C 1-cyclopentyl-6-methyl-1H-pyrazolo[3,4-b]pyridine-4-carboxylic acid